C(C1=CC=CC=C1)N1N=C(C=2C1=NC(=NC2)NC(C)=O)Br N-(1-benzyl-3-bromo-1H-pyrazolo[3,4-d]pyrimidin-6-yl)acetamide